N-(5-cyanopyridin-3-yl)-N-({5-[5-(trifluoromethyl)-1,3,4-oxadiazol-2-yl]-1,3-thiazol-2-yl}methyl)propane-1-sulfonamide C(#N)C=1C=C(C=NC1)N(S(=O)(=O)CCC)CC=1SC(=CN1)C=1OC(=NN1)C(F)(F)F